C(C(C=O)O)OP(=O)([O-])[O-] The molecule is an organophosphate oxoanion taht is the dianion of glyceraldehyde 3-phosphate arising from deprotonation of the phosphate OH groups; major species at pH 7.3. It has a role as a human metabolite and a Saccharomyces cerevisiae metabolite. It is a conjugate base of a glyceraldehyde 3-phosphate.